CC1=C(C=C2CCC3(CN(CC3)C(=O)OC(C)(C)C)N(C2=N1)C(=O)OC(C)(C)C)C=NNC di-tert-butyl 7-methyl-6-[(2-methylhydrazinylidene)methyl]-3,4-dihydro-1H-spiro[1,8-naphthyridine-2,3'-pyrrolidine]-1,1'-dicarboxylate